C1(=CC=CC=C1)[C@@H](C)NC(C(=O)N)CC1(CC1)C(F)(F)F 2-[[(1R)-1-phenylethyl]amino]-3-[1-(trifluoromethyl)cyclopropyl]propanamide